CC1(C(C(=NO1)C1[C@H]2CN(C[C@@H]12)C(=O)OC(C)(C)C)C1=CC(=CC=C1)C)C tert-butyl (1R,5S,6r)-6-[5,5-dimethyl-4-(3-methylphenyl)-4,5-dihydro-1,2-oxazol-3-yl]-3-azabicyclo[3.1.0]hexane-3-carboxylate